2-(tert-butyl) 3-ethyl (1S,3S,5R)-5-((R)-2,2,2-trifluoro-1-(((4-fluorophenoxy)carbonothioyl)oxy)ethyl)-2-azabicyclo[3.1.0]hexane-2,3-dicarboxylate FC([C@H](OC(=S)OC1=CC=C(C=C1)F)[C@@]12C[C@H](N([C@H]2C1)C(=O)OC(C)(C)C)C(=O)OCC)(F)F